tantalum pentapentanoate C(CCCC)(=O)[O-].C(CCCC)(=O)[O-].C(CCCC)(=O)[O-].C(CCCC)(=O)[O-].C(CCCC)(=O)[O-].[Ta+5]